NC(CCCC(CCOC(C=C)=O)C)(C)C acrylic acid-7-amino-3,7-dimethyloctyl ester